N-(2-chloro-3'-(5-(dimethoxymethyl)picolinamido)-2'-methyl-[1,1'-biphenyl]-3-yl)-5-(hydroxymethyl)picolinamide ClC1=C(C=CC=C1NC(C1=NC=C(C=C1)CO)=O)C1=C(C(=CC=C1)NC(C1=NC=C(C=C1)C(OC)OC)=O)C